2H-thiopyran-4-ol S1CC=C(C=C1)O